ClC1=CC=C(C=C1)C1=CC=2C3=C(C=NC2C=C1)N(C(N3C=3C=CC(=C(C#N)C3)C)=N)C 5-(8-(4-Chlorophenyl)-2-imino-3-methyl-2,3-dihydro-1H-imidazo[4,5-c]quinolin-1-yl)-2-methylbenzonitrile